N-(2,5,8,11,14,17,20,23,26,29,32,35-dodecaoxaheptatriacontan-37-yl)octanamide COCCOCCOCCOCCOCCOCCOCCOCCOCCOCCOCCOCCNC(CCCCCCC)=O